methyl 2-(3-bromo-4-methoxyphenyl)butanoate BrC=1C=C(C=CC1OC)C(C(=O)OC)CC